C(C(C)C)N1CCC(CC1)N1CCC(CC1)C=1C=C(C2=C(N(C(=N2)C2=CC=C(C=C2)S(=O)(=O)C)C)C1)C 6-(1'-isobutyl-[1,4'-bipiperidin]-4-yl)-1,4-dimethyl-2-(4-(methylsulfonyl)phenyl)-1H-benzo[d]imidazole